2-Phenylbenzimidazol C1(=CC=CC=C1)C=1NC2=C(N1)C=CC=C2